C(C=C)(=O)OC(C(C)(C)C)(CC)C 2,2,3-trimethyl-3-pentyl acrylate